3-(4-(((1R,3R)-3-aminocyclopentyl)(pentyl)amino)-1-oxoisoindolin-2-yl)piperidine-2,6-dione N[C@H]1C[C@@H](CC1)N(C1=C2CN(C(C2=CC=C1)=O)C1C(NC(CC1)=O)=O)CCCCC